C(C=C)(=O)OCCOCCOCCOC1=CC=CC=C1 2-[2-(2-phenoxyethoxy)ethoxy]ethyl acrylate